C(C)(C)(C)C1=NN=C(O1)C=1C(=CC2=C(NC(CCS2)=O)C1)F (3R)-7-(5-tert-butyl-1,3,4-oxadiazol-2-yl)-8-fluoro-4-oxo-3,5-dihydro-2H-1,5-benzothiazepine